C1C[NH2+]CC[NH2+]1 The molecule is a secondary aliphatic ammonium ion obtained by protonation of both amino groups of piperazine. It is a conjugate acid of a piperazine.